N-ethyl-2-(((cis-4-isopropylcyclohexyl)oxy)methyl)-3-((methylsulfonyl)amino)piperidine-1-carboxamide C(C)NC(=O)N1C(C(CCC1)NS(=O)(=O)C)CO[C@@H]1CC[C@@H](CC1)C(C)C